(3-methyloxetan-3-yl)methanol CC1(COC1)CO